1,1,1,3,3,3-Hexafluoropropan-2-yl (±)-1-(5,6,7,8-tetrahydropyrido[3,4-d]pyrimidin-7-carbonyl)-6-azaspiro[2.5]octan-6-carboxylat N1=CN=CC2=C1CN(CC2)C(=O)[C@@H]2CC21CCN(CC1)C(=O)OC(C(F)(F)F)C(F)(F)F |r|